FC1=C(C(CC2=CC(=CC=C12)OC)C)C=O 1-fluoro-6-methoxy-3-methyl-3,4-dihydronaphthalene-2-carbaldehyde